tert-butyl (R)-3-(hydroxymethyl)-5-(trifluoromethyl)indoline-1-carboxylate OC[C@H]1CN(C2=CC=C(C=C12)C(F)(F)F)C(=O)OC(C)(C)C